N-(3,4-Difluorobenzyl)-1-methyl-1,2-dihydro-3H-benzo[e]indole-3-carboximidamide FC=1C=C(CNC(=N)N2CC(C=3C4=C(C=CC23)C=CC=C4)C)C=CC1F